methyl 3-iodo-4-isopropylbenzoate IC=1C=C(C(=O)OC)C=CC1C(C)C